COC1=CC=C(C=C1)NC(N(C)C1=CC=2OC(C(=CC2S1)C(=O)O)=O)=O 2-(3-(4-methoxyphenyl)-1-methylureido)-5-oxo-5H-thieno[3,2-b]pyran-6-carboxylic acid